4-((2S)-4-cyclopentylpiperidin-2-yl)benzoic acid methyl Ester COC(C1=CC=C(C=C1)[C@H]1NCCC(C1)C1CCCC1)=O